7-((Methylammonio)methyl)-4,5,6,7-tetrahydrothieno[3,2-b]pyridin-4-ium chloride [Cl-].C[NH2+]CC1C2=C([NH2+]CC1)C=CS2.[Cl-]